C(C)(C)(C)C=1OC(=CN1)C(=O)NCC1(CN(CC1)C=1C=2N(C=C(N1)C=1C=NN(C1)C)N=CC2)C 2-(tert-butyl)-N-((3-methyl-1-(6-(1-methyl-1H-pyrazol-4-yl)pyrazolo[1,5-a]pyrazin-4-yl)pyrrolidin-3-yl)methyl)oxazole-5-carboxamide